C(C)N(C(CC(C)=O)(C)C)N=O 4-(ethylnitrosoamino)-4-methyl-2-pentanone